FC(C(=O)O)(F)F.N1N=CC(=C1)C#N 1H-pyrazole-4-carbonitrile trifluoroacetic acid salt